C1(=CC=CC=C1)CCCC1=NOC(=N1)[C@H]1N(CC2(CC2)C1)S(=O)(=O)CC1CCN(CC1)C(=O)[O-] (S)-4-(((6-(3-(3-phenylpropyl)-1,2,4-oxadiazole-5-yl)-5-azaspiro[2.4]heptan-5-yl)sulfonyl)methyl)piperidin-1-carboxylate